COC1=CC=C(C=C1)C1=NC=NC=N1 6-(4-methoxyphenyl)-1,3,5-triazine